C1=CC=CC=2C3=CC=CC=C3N(C12)C1=CC=C(C=C1)C1=CC=C(C=C1)N1C2=CC=CC=C2C=2C=CC=CC12 bis(carbazol-9-yl)-1,1'-biphenyl